5-ethynylthiophene-2-sulfonamide-2-d C(#C)C1=CCC(S1)(S(=O)(=O)N)[2H]